O1C=CC=C1.C(C1=CC=CO1)=O furfural compound with furan